4-methoxy-3-(N-(2-(pyridin-4-yl)-5-(trifluoromethyl)phenyl)sulfamoyl)benzoic Acid COC1=C(C=C(C(=O)O)C=C1)S(NC1=C(C=CC(=C1)C(F)(F)F)C1=CC=NC=C1)(=O)=O